CN(CC(CO)NC(=O)C1=C(OC2=C1C=C(C=C2)OCC2=C(N=CS2)C)C)C N-(1-(dimethylamino)-3-hydroxypropan-2-yl)-2-methyl-5-((4-methylthiazol-5-yl)methoxy)benzofuran-3-carboxamide